perfluorooctyl-sulfonyl-aminopropyl-trimethoxysilane FC(O[Si](OC(F)(F)F)(OC(F)(F)F)C(C(C(N(F)F)(F)F)(F)F)(F)F)(S(=O)(=O)C(C(C(C(C(C(C(C(F)(F)F)(F)F)(F)F)(F)F)(F)F)(F)F)(F)F)(F)F)F